C(C)(C)(C)OC(=O)N1CCC(CC1)(C)C(C)N[S@](=O)C(C)(C)C 4-(1-((R)-1,1-dimethylethylsulfinylamino)ethyl)-4-methylpiperidine-1-carboxylic acid tert-butyl ester